ClC1=NC=CC(=C1Cl)C1=CC=C(C(=N1)OC)CN(C(OC(C)(C)C)=O)C[C@H]1NC(CC1)=O tert-butyl N-[[6-(2,3-dichloro-4-pyridyl)-2-methoxy-3-pyridyl] methyl]-N-[[(2S)-5-oxopyrrolidin-2-yl]methyl]carbamate